NC1=NC(=NC(=C1C#N)SC)Cl 4-Amino-2-chloro-6-(methylthio)pyrimidine-5-carbonitrile